1,3-Dimethoxy-2-isopropenyl-benzene COC1=C(C(=CC=C1)OC)C(=C)C